N-[4-(2,4-difluorophenoxy)-3-(5-methyl-4-oxofuro[3,2-c]pyridin-7-yl)phenyl]methanesulfonamide FC1=C(OC2=C(C=C(C=C2)NS(=O)(=O)C)C=2C3=C(C(N(C2)C)=O)C=CO3)C=CC(=C1)F